NC1=C2C(=NC=N1)N(N=C2C2=CC=C(C=C2)O)CC2=NC1=CC=CC(=C1C(N2CC2=C(C=CC=C2)Cl)=O)C#CCCCC(=O)N2CCN(CC2)CCOC 2-((4-Amino-3-(4-hydroxyphenyl)-1H-pyrazolo[3,4-d]pyrimidin-1-yl)methyl)-3-(2-chlorobenzyl)-5-(6-(4-(2-methoxyethyl)piperazin-1-yl)-6-oxohex-1-ynyl)quinazolin-4(3H)-one